N[C@H](C)C=1C=C(C=C2C(N(C(=NC12)N1CCOCC1)C1CC1)=O)C (R)-8-(1-aminoethyl)-3-cyclopropyl-6-methyl-2-morpholinoquinazolin-4(3H)-one